C(CCCCCCC)C1=CC=C(C=C1)/C=C/CCCCCCCCCC(=O)OC methyl (E)-12-(4-octylphenyl)dodec-11-enoate